IC1=COC2=C(C=C(C=C2C1=O)CNCCOC)C 3-iodo-6-[(2-methoxyethylamino)methyl]-8-methyl-chromen-4-one